2,3-dihydro-benzofuran-5-carboxylic acid (2-dimethylamino-benzothiazol-5-yl)-amide CN(C=1SC2=C(N1)C=C(C=C2)NC(=O)C=2C=CC1=C(CCO1)C2)C